C1(CC1)N1N=CC2=CC=C(C=C12)C=1C=CC2=C(C=3CN(C(C3C=C2)=O)CC(C(=O)N)=C)C1 2-{[8-(1-cyclopropyl-1H-indazol-6-yl)-3-oxo-1H,2H,3H-benzo[e]isoindol-2-yl]methyl}prop-2-enamide